FC(C(O)C=1NC=C(N1)CC1=C(C=NC=C1)F)(F)F 2,2,2-trifluoro-1-(4-((3-fluoropyridin-4-yl)methyl)-1H-imidazol-2-yl)ethanol